C(C)(C)NC(OC1CC(CC1)C1=CC(=NN1)NC1=C(C2=C(CS(C2)(=O)=O)C=C1)F)=O 3-(3-((4-fluoro-2,2-dioxido-1,3-dihydrobenzo[c]thiophen-5-yl)amino)-1H-pyrazol-5-yl)cyclopentyl isopropylcarbamate